(2R,4S)-N-(5-(1-amino-3-cyclopropyl-1-(pyridin-4-yl)propyl)-2-fluorophenyl)-4-hydroxy-4-phenylpyrrolidine-2-carboxamide NC(CCC1CC1)(C1=CC=NC=C1)C=1C=CC(=C(C1)NC(=O)[C@@H]1NC[C@](C1)(C1=CC=CC=C1)O)F